COC=1C=CC(=C(OCCOCCOCCNC(OC(C)(C)C)=O)C1)B1OC(C(O1)(C)C)(C)C tert-butyl 2-(2-(2-(5-methoxy-2-(4,4,5,5-tetramethyl-1,3,2-dioxaborolan-2-yl)phenoxy)ethoxy)ethoxy)ethylcarbamate